3-[(1-tert-butoxycarbonyl-4-piperidyl)amino]pyridine-4-carboxylic acid C(C)(C)(C)OC(=O)N1CCC(CC1)NC=1C=NC=CC1C(=O)O